[Br-].OC1=CC(=CC=2C(C3=CC=CC(=C3C(C12)=O)O)=O)C(=O)NCCCC1=CC=[N+](C=C1)CC1=CC=C(C=C1)C (4-(3-(4,5-dihydroxy-9,10-dioxo-9,10-dihydroanthracene-2-carboxamido)propyl)-1-(4-methylbenzyl)pyridin-1-ium) bromide salt